4-(4-(6-(4-hydroxybutoxy)pyridin-3-yl)piperidin-1-yl)-2-(trifluoromethyl)benzonitrile OCCCCOC1=CC=C(C=N1)C1CCN(CC1)C1=CC(=C(C#N)C=C1)C(F)(F)F